OC=1C=C(C=C(C1O)[N+](=O)[O-])/C(=C(\C#N)/C(=O)C=1N=CSC1)/O (Z)-3-(3,4-dihydroxy-5-nitrophenyl)-3-hydroxy-2-(thiazole-4-carbonyl)acrylonitrile